tert-butyl 4-((4-(5-(7-cyano-4-methyl-3,4-dihydroquinoxalin-1(2H)-yl)-1,3-dimethyl-2-oxo-1,2-dihydroquinolin-7-yl)piperidin-1-yl)methyl)-4-hydroxypiperidine-1-carboxylate C(#N)C1=CC=C2N(CCN(C2=C1)C1=C2C=C(C(N(C2=CC(=C1)C1CCN(CC1)CC1(CCN(CC1)C(=O)OC(C)(C)C)O)C)=O)C)C